CC1=C(C(=O)C2=C(C=CC=C2)P(OCC)([O-])=O)C(=CC(=C1)C)C ethyl 2,4,6-trimethylbenzoyl-phenyl-phosphonate